3-cyclopropyl-N-(2-fluoro-2-methylpropyl)-7-pyridin-3-yl-7,8-dihydro-6H-cyclopenta[g]isoquinoline-5-sulfonamide C1(CC1)C=1N=CC=2C=C3C(=C(C2C1)S(=O)(=O)NCC(C)(C)F)CC(C3)C=3C=NC=CC3